methyl 1-((difluoromethyl)sulfonyl)indoline-6-carboxylate FC(S(=O)(=O)N1CCC2=CC=C(C=C12)C(=O)OC)F